O1CCN(CC1)CCOC=1C=C(C=C(C1)OC(F)(F)F)NC(OC1=CC=CC=C1)=O phenyl (3-(2-morpholinoethoxy)-5-(trifluoromethoxy) phenyl)carbamate